N1=CNC2=C1C=C(S2)C(=O)O.NC=2C(=NC(=CN2)N2C=NC=C2)C(=O)NC2CCC(CC2)OC 3-amino-6-(1H-imidazol-1-yl)-N-((1r,4r)-4-methoxycyclohexyl)pyrazine-2-carboxamide 3H-thieno[2,3-d]imidazole-5-carboxylate